NCCCCCCNC(=O)C=CC=1C(NC(NC1)=O)=O 5-[2-[(6-aminohexyl)carbamoyl]ethenyl]-uracil